(S)-5-(((3-((2-chloro-3-(3-chloro-2-(3-methoxy-4-(((((R)-5-oxopyrrolidin-2-yl)methyl)amino)methyl)phenyl)pyridin-4-yl)phenyl)amino)-2-methoxybenzyl)amino)methyl)pyrrolidin-2-one ClC1=C(C=CC=C1C1=C(C(=NC=C1)C1=CC(=C(C=C1)CNC[C@@H]1NC(CC1)=O)OC)Cl)NC=1C(=C(CNC[C@@H]2CCC(N2)=O)C=CC1)OC